C(=O)=C=CC(=O)O carbonyl-acrylic acid